(-)-2-((5-(2-(1-((3-Amino-3-oxopropyl)amino)-4-methylpent-3-yl)-2,6-diazaspiro[3.4]oct-6-yl)-1,2,4-triazin-6-yl)oxy)-N-ethyl-5-fluoro-N-isopropylbenzamide fumarate C(\C=C\C(=O)O)(=O)O.NC(CCNCCC(C(C)C)N1CC2(C1)CN(CC2)C=2N=CN=NC2OC2=C(C(=O)N(C(C)C)CC)C=C(C=C2)F)=O